CC1CC2C(CC1COC(=O)C1CC3C(CC1C)O3)O2 6-methyl-3,4-epoxycyclohexylmethyl-6-methyl-3,4-epoxy-cyclohexanecarboxylate